N-{3-[(phenylcarbamoyl)amino]phenyl}cyclopropanecarboxamide C1(=CC=CC=C1)NC(=O)NC=1C=C(C=CC1)NC(=O)C1CC1